C1=CC=2C=CC=C3C=C4C5=C(C=CC1=C5C32)C3=CC=CC=C34 indeno(1,2,3-CD)pyrene